C1(CC1)C1=NC2=CC(=C(C=C2C(=N1)N[C@H](C)C1=CC(=CC=C1)NC1=CC=C(C=C1)OC(F)(F)F)OC)OC (R)-2-Cyclopropyl-6,7-dimethoxy-N-(1-(3-((4-(trifluoromethoxy)phenyl)amino)phenyl)ethyl)quinazoline-4-amine